5-((2-(3-((4-((4-(3-(5-(tert-Butyl)-2-methoxy-3-(methylsulfonamido)phenyl)ureido)naphthalin-1-yl)oxy)pyridin-2-yl)amino)-5-methoxyphenoxy)ethoxy)methyl)-1,2,4-oxadiazol C(C)(C)(C)C=1C=C(C(=C(C1)NC(NC1=CC=C(C2=CC=CC=C12)OC1=CC(=NC=C1)NC=1C=C(OCCOCC2=NC=NO2)C=C(C1)OC)=O)OC)NS(=O)(=O)C